C1(CC1)C1=C2CCN(C(C2=CC(=C1)CN1C(=NC=C1)NC)=O)[C@H](C)C1=NC=C(C#N)C(=C1)OCC (R)-6-(1-(5-cyclopropyl-7-((2-(methylamino)-1H-imidazol-1-yl)methyl)-1-oxo-3,4-dihydroisoquinolin-2(1H)-yl)ethyl)-4-ethoxynicotinonitrile